4-(bis(5-hydroxy-1-(4-(3-methoxyphenyl)thiazol-2-yl)-3-methyl-1H-pyrazol-4-yl)methyl)benzoic acid OC1=C(C(=NN1C=1SC=C(N1)C1=CC(=CC=C1)OC)C)C(C1=CC=C(C(=O)O)C=C1)C=1C(=NN(C1O)C=1SC=C(N1)C1=CC(=CC=C1)OC)C